ClCCC(OC1=CC=C(C=C1)OC)C1=CC=CC=C1 1-(3-chloro-1-phenylpropoxy)-4-methoxybenzene